1-((2-(((1R,5S,6r)-3-oxabicyclo[3.1.0]hexan-6-yl)amino)pyridin-4-yl)methyl)-3-(3,3-dimethyl-1-(methylsulfonyl)indolin-6-yl)-5,5-dimethylimidazolidine-2,4-dione [C@H]12COC[C@@H]2C1NC1=NC=CC(=C1)CN1C(N(C(C1(C)C)=O)C1=CC=C2C(CN(C2=C1)S(=O)(=O)C)(C)C)=O